COC1=CC=C(C=C1)C1=NC(=CC(=C1)C(F)(F)F)C1=CC=C(C=C1)OC 2,6-bis(4-methoxyphenyl)-4-(trifluoromethyl)pyridine